1-(2-((5-Bromo-2-((5-methoxy-2-methyl-4-(4-(4-methylpiperazin-1-yl)piperidin-1-yl)Phenyl)amino)pyrimidin-4-yl)amino)phenyl)ethan-1-one BrC=1C(=NC(=NC1)NC1=C(C=C(C(=C1)OC)N1CCC(CC1)N1CCN(CC1)C)C)NC1=C(C=CC=C1)C(C)=O